NC1=NC=C(C2=C1C(=NN2C2CC2)C2=CC(=C(C=C2)NS(=O)(=O)CC2=C(C=CC=C2)Cl)F)C2=CCC(CC2)NC2COC2 N-(4-(4-amino-1-cyclopropyl-7-(4-(oxetan-3-ylamino)cyclohex-1-en-1-yl)-1H-pyrazolo[4,3-c]pyridin-3-yl)-2-fluorophenyl)-1-(2-chlorophenyl)methanesulfonamide